C(C)(C)(C)OC(=O)N1CCC(CC1)N1N=C2C(N=C(C=C2C)Cl)=C1 4-(5-chloro-7-methyl-pyrazolo[4,3-b]pyridin-2-yl)piperidine-1-carboxylic acid tert-butyl ester